(S)-2-(1-acryloylpyrrolidin-2-yl)-1-amino-4-(4-((4-isopropylpyridin-2-yl)carbamoyl)phenyl)-1H-imidazole-5-carboxamide C(C=C)(=O)N1[C@@H](CCC1)C=1N(C(=C(N1)C1=CC=C(C=C1)C(NC1=NC=CC(=C1)C(C)C)=O)C(=O)N)N